Cl.C1(C=CC(N1)=O)=O maleimide HCL salt